CC(C)(C)OC(=O)N1C2CN(CC1CC2)C2=C1C(=NC(=C2C#N)Cl)C(=C(N=C1)Cl)F 3-(2,7-dichloro-3-cyano-8-fluoropyrido[4,3-b]pyridin-4-yl)-3,8-diazabicyclo[3.2.1]Octane-8-carboxylic acid-2-methylpropan-2-yl ester